C(C)(C)(C)OC(=O)C1(CC1)ON 1-(aminooxy)cyclopropane-1-carboxylic acid tert-butyl ester